(R)-1-(6-(3-(4-((4-acetylpiperazin-1-yl)methyl)-2,2-dimethylpiperidin-1-yl)-4-(5-chloro-6-methyl-1H-indazol-4-yl)-5-methyl-1H-pyrazol-1-yl)-2-azaspiro[3.3]heptan-2-yl)prop-2-en-1-one C(C)(=O)N1CCN(CC1)C[C@H]1CC(N(CC1)C1=NN(C(=C1C1=C2C=NNC2=CC(=C1Cl)C)C)C1CC2(CN(C2)C(C=C)=O)C1)(C)C